5-bromo-1,3-benzodioxole-4-carboxylic acid BrC1=C(C2=C(OCO2)C=C1)C(=O)O